C(C=C)NC([O-])=O (prop-2-en-1-yl)carbamate